NCl chloramide